diethyl 2-(((2R,3S,4R)-3-acetoxy-3-ethynyl-4,5-dihydroxy-tetrahydrofuran-2-yl)methoxy)-2-(4-(3-(2-acetoxyethyl)-2-oxotetrahydropyrimidin-1(2H)-yl)benzyl)malonate C(C)(=O)O[C@@]1([C@H](OC([C@@H]1O)O)COC(C(=O)OCC)(C(=O)OCC)CC1=CC=C(C=C1)N1C(N(CCC1)CCOC(C)=O)=O)C#C